[Br-].C(CCC)[P+](CCCC)(CCCC)CCCC tetra-normal butylphosphonium bromide